CN1CCC(CC1)C(=O)C1=CC=CC=N1 6-(1-methylpiperidin-4-ylcarbonyl)-pyridine